tert-butyl (3-(4-(2-(6-((1,4-dioxan-2-yl)methoxy)-3-ethyl-4-hydroxypyridin-2-yl)ethyl) phenoxy)propyl)carbamate O1C(COCC1)COC1=CC(=C(C(=N1)CCC1=CC=C(OCCCNC(OC(C)(C)C)=O)C=C1)CC)O